ethyl 2,3-dimethyl-3-butenoate CC(C(=O)OCC)C(=C)C